CC(C1=CC=CC=C1)NC2=CC=C(C=C2)NC3=CC=CC=C3 N-phenyl-N'-1-phenylethyl-1,4-phenylenediamine